N-(6-(3-(4-chlorobenzyl)ureido)spiro[3.3]heptan-2-yl)-3-(methylsulfonyl)benzamide ClC1=CC=C(CNC(NC2CC3(CC(C3)NC(C3=CC(=CC=C3)S(=O)(=O)C)=O)C2)=O)C=C1